3,3'-((Diphenylgermandiyl)bis(oxy))dipropannitril C1(=CC=CC=C1)[Ge](OCCC#N)(OCCC#N)C1=CC=CC=C1